ETHYL 5-(METHYLTHIO)VALERATE CSCCCCC(=O)OCC